N-(5-(4-(4-((Dimethylamino)methyl)-3-phenyl-1H-pyrazol-1-yl)pyrimidin-2-ylamino)-4-methoxy-2-morpholinophenyl)acrylamid CN(C)CC=1C(=NN(C1)C1=NC(=NC=C1)NC=1C(=CC(=C(C1)NC(C=C)=O)N1CCOCC1)OC)C1=CC=CC=C1